3-(1-(6-(5-(Difluoromethyl)-1H-pyrazol-4-yl)-1-oxoisoquinolin-2(1H)-yl)ethyl)-N-methylbenzamide FC(C1=C(C=NN1)C=1C=C2C=CN(C(C2=CC1)=O)C(C)C=1C=C(C(=O)NC)C=CC1)F